B(O)O.B(O)O.OCC(C)(CO)C neopentyl glycol bis-boronate